N-(1-(4-((exo-6-Amino-3-azabicyclo[3.1.0]hexan-3-yl)methyl)phenyl)-2-oxo-1,2-dihydropyrimidin-4-yl)-4-((S)-2,4-diaminobutanoyl)piperazine-1-carboxamide Hydrochloride salt Cl.NC1C2CN(CC12)CC1=CC=C(C=C1)N1C(N=C(C=C1)NC(=O)N1CCN(CC1)C([C@H](CCN)N)=O)=O